C(CCS)S.[Na] sodium 1,3-propanedithiol